ClC1=C(C=C(C=C1)N=C=S)B(O)O (2-chloro-5-isothiocyanato-phenyl)boronic acid